tert-Butyl 3-(2-amino-5-(methoxycarbonyl)phenoxy)pyrrolidine-1-carboxylate NC1=C(OC2CN(CC2)C(=O)OC(C)(C)C)C=C(C=C1)C(=O)OC